(S)-N-(1-(6,7-difluoro-1-oxo-1,2-dihydroisoquinolin-4-yl)ethyl)-N-methyl-1H-indole-3-carboxamide FC=1C=C2C(=CNC(C2=CC1F)=O)[C@H](C)N(C(=O)C1=CNC2=CC=CC=C12)C